[(1R,2S,4R)-4-{[5-({4-[(4-chloro-1H-pyrazol-1-yl)methyl]-5-methyl-2-thienyl}carbonyl)pyrimidin-4-yl]amino}-2-hydroxycyclopentyl]methyl sulfamate S(N)(OC[C@@H]1[C@H](C[C@@H](C1)NC1=NC=NC=C1C(=O)C=1SC(=C(C1)CN1N=CC(=C1)Cl)C)O)(=O)=O